N-[5-({4-[(2S)-2-[(2-cyclopropyl-8-methylquinazolin-4-yl)amino]propyl]piperazin-1-yl}sulfonyl)-1,3-thiazol-2-yl]acetamide C1(CC1)C1=NC2=C(C=CC=C2C(=N1)N[C@H](CN1CCN(CC1)S(=O)(=O)C1=CN=C(S1)NC(C)=O)C)C